BrC1=CC=C2C(=CN(C2=C1)C)C=1C(=NC(=CC1)OCC1=CC=CC=C1)OCC1=CC=CC=C1 6-bromo-3-(2,6-dibenzyloxy-3-pyridyl)-1-methyl-indole